BrC=1C2=C(SC1C(F)(F)P(OCC)(OCC)=O)C(=CC(=C2)CNS(=O)(=O)C)OCCCC(F)(F)F diethyl ((3-bromo-5-(methylsulfonamidomethyl)-7-(4,4,4-trifluorobutoxy) benzo[b]thiophen-2-yl)difluoromethyl)phosphonate